COC(C=C)OC 3,3-dimethoxypropene